C1=C(C=CC2=CC=CC=C12)OCCC(C(=O)O)=C 2-(naphthalen-2-yloxy)ethylacrylic acid